(4-methyl-1,1-dioxidotetrahydro-2H-thiopyran-4-yl)pyrazolo[1,5-a]pyrimidine-2-carboxamide CC1(CCS(CC1)(=O)=O)C=1C(=NN2C1N=CC=C2)C(=O)N